(1S,2S)-2-(3-chlorophenyl)-N-(4-(((6-cyclopropyl-8-(2-methyl-5-oxopyrrolidin-1-yl)imidazo[1,2-a]pyridin-2-yl)methyl)amino)pyridin-2-yl)cyclopropane-1-carboxamide ClC=1C=C(C=CC1)[C@@H]1[C@H](C1)C(=O)NC1=NC=CC(=C1)NCC=1N=C2N(C=C(C=C2N2C(CCC2=O)C)C2CC2)C1